BrC1=CN2C(S1)=C(C=N2)C(=O)NC=2C(=NC=C(C2)NC(CN2CC(C2)F)=O)C 2-bromo-N-(5-(2-(3-fluoroazetidin-1-yl)acetamido)-2-methylpyridin-3-yl)pyrazolo[5,1-b]thiazole-7-carboxamide